FC1=CC(=C(C=C1)N1C=C(C=2N=CN=CC21)C2CCN(CC2)C(=O)OC(C)(C)C)C(N(CC)C(C)C)=O tert-butyl 4-(5-(4-fluoro-2-(isopropyl(ethyl)carbamoyl)phenyl)-5H-pyrrolo[3,2-d]pyrimidin-7-yl)piperidine-1-carboxylate